4-BROMO-2,6-DIFLUORO-PHENYLISOCYANIDE BrC1=CC(=C(C(=C1)F)[N+]#[C-])F